CC=1SC(=CN1)C=1C=NC=2CCN(CC2C1)C=1C(=CC=2N(N1)C=NN2)C 2-methyl-5-(6-(7-methyl-[1,2,4]triazolo[4,3-b]pyridazin-6-yl)-5,6,7,8-tetrahydro-1,6-naphthyridin-3-yl)thiazole